hexahydropyrazine-1-carboxylic acid tert-butyl ester C(C)(C)(C)OC(=O)N1CCNCC1